L-lysyl-D-proline N[C@@H](CCCCN)C(=O)N1[C@H](CCC1)C(=O)O